N1=C(C=CC=C1)CNP(OC[C@@H]1O[C@H]([C@@H]([C@H]1O)O)N1C2=NC(=NC(=C2N=C1)N)F)(O)=O ((2S,3R,4R,5R)-5-(6-amino-2-fluoro-9H-purin-9-yl)-3,4-dihydroxytetrahydrofuran-2-yl)methyl hydrogen (pyridin-2-ylmethyl)phosphoramidate